CN1N=C(C=C1C)NC1=NC=C(C(=N1)C1=CNC2=C(C=CC=C12)N1C(C2=CC=CC(=C2C1)NS(=O)(=O)C1=CC=C(C=C1)C)=O)C N-(2-(3-(2-((1,5-dimethyl-1H-pyrazol-3-yl)amino)-5-methylpyrimidin-4-yl)-1H-indol-7-yl)-1-oxoisoindolin-4-yl)-4-methylbenzenesulfonamide